6-amino-2-(3,5-dichloro-4-((5-isopropyl-4-methyl-6-oxo-1,6-dihydropyridin-3-yl)oxy)phenyl)-1,2,4-triazine-3,5(2H,4H)-dione NC=1C(NC(N(N1)C1=CC(=C(C(=C1)Cl)OC1=CNC(C(=C1C)C(C)C)=O)Cl)=O)=O